Uranium oxygen quercetin-phosphoric acid P(O)(O)(O)=O.O1C(=C(O)C(=O)C=2C(O)=CC(O)=CC12)C1=CC(O)=C(O)C=C1.[O].[U]